6-methyl-5-nitro-1-(3-(trifluoromethyl)benzyl)isoquinoline CC=1C(=C2C=CN=C(C2=CC1)CC1=CC(=CC=C1)C(F)(F)F)[N+](=O)[O-]